ClC1=CC=C(C=C1)C=1N=C2N(C=CC=N2)C1CN1CC2CCC(C1)N2C(=O)NC2=CC=C(C=C2)SC(F)(F)F 3-{[2-(4-chlorophenyl)imidazo[1,2-a]pyrimidin-3-yl]methyl}-N-{4-[(trifluoromethyl)sulfanyl]-phenyl}-3,8-diazabicyclo[3.2.1]octane-8-carboxamide